CC1=C(C=2N(C=C1C=1NC3=CC=C(C=C3C1C(C)C)C1OCC(N(C1)CC(=O)NC)(C)C)N=CN2)C 2-(2-(2-(7,8-Dimethyl-[1,2,4]triazolo[1,5-a]pyridin-6-yl)-3-isopropyl-1H-indol-5-yl)-5,5-dimethylmorpholino)-N-methylacetamid